(3aR,4R,7R,7aR)-hexahydro-1H-4,7-methanoinden C1CC[C@@H]2[C@@H]3CCC(=C12)C3